8-[(1R)-1-[(2-benzylsulfanyl-6-chloro-3-pyridyl)oxy]ethyl]-3,6-dimethyl-2-phenyl-chromen-4-one C(C1=CC=CC=C1)SC1=NC(=CC=C1O[C@H](C)C=1C=C(C=C2C(C(=C(OC12)C1=CC=CC=C1)C)=O)C)Cl